3-[2-[2-[2-[3-[4-[4-[(2,6-dioxo-3-piperidyl)amino]phenyl]piperazin-1-yl]-3-oxo-propoxy]ethoxy]ethoxy]ethoxy]propanoic acid trifluoroacetate FC(C(=O)O)(F)F.O=C1NC(CCC1NC1=CC=C(C=C1)N1CCN(CC1)C(CCOCCOCCOCCOCCC(=O)O)=O)=O